NC1=CC=C(C=C1)C(C1=CC=C(C=C1)N)C1=CC=C(C=C1)N tris(4-aminophenyl)methane